methyl 3-(p-tolyl)bicyclo[1.1.1]pentane-1-carboxylate C1(=CC=C(C=C1)C12CC(C1)(C2)C(=O)OC)C